CC1(OCCO1)C=1C=C(CO)C=CC1 3-(2-methyl-1,3-dioxolan-2-yl)benzyl alcohol